C(#N)C1C2CN(CC(C1)CC2)C(=O)OC(C)(C)C tert-butyl 6-cyano-3-azabicyclo[3.2.2]Nonane-3-carboxylate